6-Acetyl-8-cyclopentyl-2-[5-(2,6-dimethyl-morpholin-4-yl)-pyridin-2-ylamino]-5-methyl-8H-pyrido[2,3-d]pyrimidin-7-one C(C)(=O)C1=C(C2=C(N=C(N=C2)NC2=NC=C(C=C2)N2CC(OC(C2)C)C)N(C1=O)C1CCCC1)C